N(=C=O)C1=C2C(=NC(=C1C)C)CCC2 4-isocyanato-2,3-dimethyl-6,7-dihydro-5H-cyclopenta[b]pyridine